N-[4-(trifluoromethyl)phenyl]-1H-benzimidazol-2-amine FC(C1=CC=C(C=C1)NC1=NC2=C(N1)C=CC=C2)(F)F